(2,3-dihydrobenzo[1,4]dioxin-2-yl)methylamine O1C(COC2=C1C=CC=C2)CN